(S)-4-(cyclopropylethynyl)-4-(1,1-difluoroethyl)-6-fluoro-7-((4-(methoxymethyl)-6-oxopyrimidin-1(6H)-yl)methyl)-1,4-dihydro-2H-benzo[d][1,3]oxazin-2-one C1(CC1)C#C[C@]1(C2=C(NC(O1)=O)C=C(C(=C2)F)CN2C=NC(=CC2=O)COC)C(C)(F)F